COC(NC1=NC2=C(N1)C=CC(=C2)[C@@]2(N(C(C1=CC=CC=C21)=O)C2=C(C=CC(=C2)Cl)C)O)=O |r| (+/-)-(5-(2-(5-chloro-2-methylphenyl)-1-hydroxy-3-oxo-2,3-dihydro-1H-isoindol-1-yl)-1H-benzimidazol-2-yl)carbamic acid methyl ester